2-tetradecyl-4,5-dihydro-1,3-oxazine C(CCCCCCCCCCCCC)C=1OCCCN1